tert-butyl ((5-(pyridin-4-yl)-1,3,4-thiadiazol-2-yl)methyl)carbamate N1=CC=C(C=C1)C1=NN=C(S1)CNC(OC(C)(C)C)=O